FC1=CC=C(C=C1)C1=C(C(=NC2=CC(=CC=C12)O)NCC(C(=O)OC)C)C(C)C methyl 3-[[4-(4-fluorophenyl)-7-hydroxy-3-isopropyl-2-quinolyl]amino]-2-methyl-propanoate